4-bromo-2-nitro-6-((phenylmethyl)oxy)aniline BrC1=CC(=C(N)C(=C1)OCC1=CC=CC=C1)[N+](=O)[O-]